tert-butyl (3S)-3-[(1R)-1-hydroxy-2-[[3-(2-pyridyl)benzoyl]amino]ethyl]-7-[(4-methyloxazol-5-yl)-methoxy]-3,4-dihydro-1H-isoquinoline-2-carboxylate O[C@H](CNC(C1=CC(=CC=C1)C1=NC=CC=C1)=O)[C@H]1N(CC2=CC(=CC=C2C1)OCC1=C(N=CO1)C)C(=O)OC(C)(C)C